ClC=1NN(C(=CC1)Cl)CCC=1N(C=CN1)C 3,6-dichloro-N-[2-(1-methyl-1H-imidazol-2-yl)ethyl]pyridazine